Cinnamic acid (methyl 2,4-dihydroxy-3-methylbenzoate) CC=1C(=C(C(=C(C(=O)O)C1)O)C)O.C(C=CC1=CC=CC=C1)(=O)O